CN1C(C(=CC2=C(C=C(C=C12)C1CCOCC1)C=1C(=CC=C2C=C(N=CC12)C=1C=CC(=NC1)C(=O)O)C)C)=O 5-(8-(1,3-Dimethyl-2-oxo-7-(tetrahydro-2H-pyran-4-yl)-1,2-dihydroquinolin-5-yl)-7-methylisoquinolin-3-yl)picolinic acid